2-(difluoromethyl)pyridin FC(C1=NC=CC=C1)F